2-methyl-3-isothiazolone CN1SC=CC1=O